6-methoxy-1-methyl-1H-benzo[d][1,3]oxazine-2,4-dione COC1=CC2=C(N(C(OC2=O)=O)C)C=C1